(3R)-3-amino-7-(5-tert-butyl-1,2,4-oxadiazol-3-yl)-5-[(4-chlorophenyl)methyl]-8-fluoro-1,1-dioxo-2,3-dihydro-1lambda6,5-benzothiazepin-4-one N[C@H]1CS(C2=C(N(C1=O)CC1=CC=C(C=C1)Cl)C=C(C(=C2)F)C2=NOC(=N2)C(C)(C)C)(=O)=O